The molecule is an omega-hydroxy fatty acid that is trans-2-dodecenoic acid in which one of the hydrogens attached to the terminal methyl group is replaced by a hydroxy group. It is an alpha,beta-unsaturated monocarboxylic acid, an omega-hydroxy fatty acid, a medium-chain fatty acid, a straight-chain fatty acid and a hydroxy monounsaturated fatty acid. It derives from a trans-2-dodecenoic acid. C(CCCC/C=C/C(=O)O)CCCCO